BrC1=CC=C(C=C1)C(COC)(C)C=1N=C(SC1)N (2-(4-bromophenyl)-1-methoxypropan-2-yl)thiazol-2-amine